cesium hydroxy naphthoate C1(=CC=CC2=CC=CC=C12)C(=O)OO.[Cs]